5-(difluoromethyl)pyrazine-2-carboxamide tert-butyl-3-(6-chloro-2'-(methylcarbamoyl)-[2,4'-bipyridin]-4-yl)morpholine-4-carboxylate C(C)(C)(C)OC(=O)N1C(COCC1)C1=CC(=NC(=C1)Cl)C1=CC(=NC=C1)C(NC)=O.FC(C=1N=CC(=NC1)C(=O)N)F